OC1=CC=C(C=C1)C(C=CC1=CC=C(C=C1)C(C)C)=O 1-(4-Hydroxyphenyl)-3-(4-isopropylphenyl)prop-2-en-1-one